ClC1=CC=C(C=C1)C=1C=C(C(N(N1)C=1C=NN(C1)C)=O)C(=O)NC(CO)C(C)C 6-(4-chlorophenyl)-N-(1-hydroxy-3-methylbutan-2-yl)-2-(1-methyl-1H-pyrazol-4-yl)-3-oxo-2,3-dihydropyridazine-4-carboxamide